Ethyl 3-((tert-butoxycarbonyl)amino)-5-(((2,3-dichlorobenzyl)amino)methyl)picolinate C(C)(C)(C)OC(=O)NC=1C(=NC=C(C1)CNCC1=C(C(=CC=C1)Cl)Cl)C(=O)OCC